N-({4-[(4-morpholinylcyclohexyl)amino]-3-nitrophenyl}sulfonyl)-2-(1H-pyrrolo[2,3-b]pyridin-5-yloxy)benzamide N1(CCOCC1)C1CCC(CC1)NC1=C(C=C(C=C1)S(=O)(=O)NC(C1=C(C=CC=C1)OC=1C=C2C(=NC1)NC=C2)=O)[N+](=O)[O-]